CC1=NOC(=C1C=1C=CC(=C(C1)N(C1=CC=C(C=C1)C1(CC1)C#N)CC1CCN(CC1)CC1=CC(=CC=C1)C1C(NC(CC1)=O)=O)C)C 1-(4-((5-(3,5-dimethylisoxazol-4-yl)-2-methylphenyl)((1-(3-(2,6-dioxopiperidin-3-yl)benzyl)piperidin-4-yl)methyl)amino)phenyl)cyclopropane-1-carbonitrile